5-iodo-3-methylpent-1-ene ICCC(C=C)C